FC1=C(C(=CC(=C1)N1CCNCC1)F)[C@@H]1C(NC(CC1)=O)=O (R)-3-(2,6-difluoro-4-(piperazin-1-yl)phenyl)piperidine-2,6-dione